N1(C=NC=C1)C1=CC=C(C=C1)N1C(N(C2=C1C=CC=C2)CC2CCC(CC2)NC(C2=C(N=CC(=C2)Cl)C(F)F)=O)=O N-((1r,4r)-4-((3-(4-(1H-imidazol-1-yl)phenyl)-2-oxo-2,3-dihydro-1H-benzo[d]imidazol-1-yl)methyl)cyclohexyl)-5-chloro-2-(difluoro-methyl)nicotinamide